(2S,3R)-5,7-bis(benzyloxy)-2-(3,4-bis(benzyloxy)phenyl)chroman-3-ol C(C1=CC=CC=C1)OC1=C2C[C@H]([C@@H](OC2=CC(=C1)OCC1=CC=CC=C1)C1=CC(=C(C=C1)OCC1=CC=CC=C1)OCC1=CC=CC=C1)O